COC(C1=NC=CC=C1C=1OCCOC1)=O 3-(5,6-dihydro-1,4-dioxin-2-yl)picolinic acid methyl ester